NC1=CC=CC(=N1)S(=O)(=O)NC(=O)C=1C(=NC(=CC1)C1=CC(=CC(=C1)OCC(C)C)F)OC1C(CCC1C)C N-[(6-Amino-2-pyridyl)sulfonyl]-2-(2,5-dimethylcyclopentoxy)-6-(3-fluoro-5-isobutoxyphenyl)pyridin-3-carboxamid